1-(1-(piperidin-4-yl)-6-(trifluoromethyl)-1H-indazol-4-yl)dihydropyrimidine-2,4(1H,3H)-dione N1CCC(CC1)N1N=CC2=C(C=C(C=C12)C(F)(F)F)N1C(NC(CC1)=O)=O